2-methoxy-5,8-dioxo-5,8-dihydronaphthalen-1-amine COC1=C(C=2C(C=CC(C2C=C1)=O)=O)N